ClC1=C(C=CC=C1)C(C)[N+]#[C-] 1-(2-CHLOROPHENYL)ETHYL ISOCYANIDE